C(C)(C)(C)OC(NC=1C=C(C=NC1)C1=CC(=NC=C1)C=1NC(=CN1)C1=CC=CC=C1)=O tert-Butyl[2'-(5-phenyl-1H-imidazol-2-yl)-3,4'-bipyridin-5-yl]carbamat